1-(azetidin-3-yl)-N,N-dimethylmethylamine N1CC(C1)CN(C)C